(((1S,2S)-2-morpholinocyclopentyl)oxy)isobenzofuran-1(3H)-one O1CCN(CC1)[C@@H]1[C@H](CCC1)OC1OC(C2=CC=CC=C12)=O